C(C)OC(=O)/C=C/C1=CC=2C3=C(C=NC2C=C1)OC(N3C3=CC(=CC=C3)C(F)(F)F)=O (E)-8-(2-ethoxycarbonyl-vinyl)-1-[3-(trifluoromethyl)phenyl]oxazolo[5,4-c]quinolin-2(1h)-one